ClC=1C(=NN(C(C1Cl)=O)CC(=O)NC1=CC(=C(C=C1)C)S(=O)(=O)N1CCN(CCC1)C)O 2-(4,5-dichloro-3-hydroxy-6-oxopyridazin-1(6H)-yl)-N-(4-methyl-3-((4-methyl-1,4-diazepan-1-yl)sulfonyl)phenyl)acetamide